4-caffeoylquinic acid C1[C@H](C([C@@H](CC1(C(=O)O)O)O)OC(=O)/C=C/C2=CC(=C(C=C2)O)O)O